3-(2-(3-oxa-8-azabicyclo[3.2.1]-oct-8-yl)-5-(2-(methylthio)pyrimidin-4-yl)thiazol-4-yl)-2-fluoroaniline C12COCC(CC1)N2C=2SC(=C(N2)C=2C(=C(N)C=CC2)F)C2=NC(=NC=C2)SC